4-((E)-((E)-4-((E)-3-(3-bromophenyl)acryloyloxy)benzylidene)amino)benzoic acid BrC=1C=C(C=CC1)/C=C/C(=O)OC1=CC=C(\C=N\C2=CC=C(C(=O)O)C=C2)C=C1